1-Ethyl-6-oxo-1,6-dihydropyridazine-3-carboxylic acid methyl ester COC(=O)C1=NN(C(C=C1)=O)CC